N1N=CC(=C1)C1=CN=C2C(=NC=NN21)N 7-(1H-pyrazol-4-yl)imidazo[2,1-f][1,2,4]triazin-4-amine